4-bromo-2-iodo-1-methylbenzene BrC1=CC(=C(C=C1)C)I